Cl.CC1=CC(=NC=C1)CN1CCNCC1 [(4-methyl-2-pyridyl)methyl]piperazine hydrochloride